N1=CC(=CC=C1)C=1OC2=NC=C(C=C2N1)NC(C(F)(F)F)C1=CC=C(C=C1)OC 2-(pyridin-3-yl)-N-[2,2,2-trifluoro-1-(4-methoxyphenyl)ethyl]-[1,3]oxazolo[5,4-b]pyridin-6-amine